N,N-dimethyl-benzylamine CN(C)CC1=CC=CC=C1